CS(=O)(=O)[O-].C(CC)[NH+]1CC(CCC1)CC 1-Propyl-3-ethylpiperidinium methansulfonat